(((((1R,2S,5R)-2-carbamoyl-7-oxo-1,6-diazabicyclo[3.2.1]octan-6-yl) oxy) sulfonyl) oxy)-2,2,3,3-tetramethylbutyl 2,6-dimethylbenzoate CC1=C(C(=O)OC(C(C(C)(C)C)(C)C)OS(=O)(=O)ON2[C@@H]3CC[C@H](N(C2=O)C3)C(N)=O)C(=CC=C1)C